FC=1C=CC(=NC1)C1=NN(C=C1C1=C2C(=NC=C1)NC=C2C2COC2)C 4-[3-(5-fluoro-2-pyridinyl)-1-methyl-pyrazol-4-yl]-3-(oxetan-3-yl)-1H-pyrrolo[2,3-b]pyridine